FC=1C=C(C=C(C1)F)[C@@H]1CCC2=NN(C(N21)=O)C21CCC(CC2)(C1)OC (5S)-5-(3,5-difluorophenyl)-2-(4-methoxybicyclo[2.2.1]heptan-1-yl)-2,5,6,7-tetrahydro-3H-pyrrolo[2,1-c][1,2,4]triazol-3-one